N-(2-cyanopropan-2-yl)thieno[3,2-b]pyridine-6-carboxamide C(#N)C(C)(C)NC(=O)C=1C=C2C(=NC1)C=CS2